OCC=1C=CC(=NC1)C 5-hydroxymethyl-2-methylpyridine